[4'-bromo-(1,1'-biphenyl)-4-yl]Triphenylsilane BrC1=CC=C(C=C1)C1=CC=C(C=C1)[Si](C1=CC=CC=C1)(C1=CC=CC=C1)C1=CC=CC=C1